[Sc].[Br].[Cl-].FC(C)([N+](CC)(CC)CC(=O)O)F difluorocarboxymethyl-triethyl-ammonium chloride bromine scandium